methyl (Z)-8-(2,4-dichlorophenyl)-9-(4-((1-(3-fluoropropyl)pyrrolidin-3-ylidene)methyl)phenyl)-6,7-dihydro-5H-benzo[7]annulene-3-carboxylate ClC1=C(C=CC(=C1)Cl)\C=1\CCCC2=C(\C1\C1=CC=C(C=C1)C=C1CN(CC1)CCCF)C=CC(=C2)C(=O)OC